C1(C=CCC1)CC(=O)NC1=C(C=C(C=C1F)N1CCOCC1)F 2-Cyclopent-2-enyl-N-(2,6-difluoro-4-morpholin-4-yl-phenyl)-acetamide